4-(((1S,4s)-4-hydroxy-4-methylcyclohexyl)methoxy)-3-nitrobenzenesulfonamide OC1(CCC(CC1)COC1=C(C=C(C=C1)S(=O)(=O)N)[N+](=O)[O-])C